Cl.O=C1NC(CCC1NC=1C=C(C(=NC1)N1CCC(CC1)(O)CC(=O)O)F)=O 2-[1-[5-[(2,6-dioxo-3-piperidyl)amino]-3-fluoro-2-pyridyl]-4-hydroxy-4-piperidyl]acetic acid hydrochloride